C1=CC=C(C=C1)OC2=CC(=C(C(=C2Br)Br)Br)Br tetrabromo diphenyl ether